2-((5-(2-(6-amino-2-methylhex-3-yl)-2,6-diazaspiro[3.4]oct-6-yl)-1,2,4-triazin-6-yl)oxy)-N-ethyl-5-fluoro-N-isopropylbenzamide NCCCC(C(C)C)N1CC2(C1)CN(CC2)C=2N=CN=NC2OC2=C(C(=O)N(C(C)C)CC)C=C(C=C2)F